2-(3-hydroxypropyl)-2-(3-methoxyphenyl)tetradecanonitrile OCCCC(C#N)(CCCCCCCCCCCC)C1=CC(=CC=C1)OC